4'-bromo-3'-ethoxy-2,3,4,5-tetrahydro-1,1'-biphenyl BrC1=C(C=C(C=C1)C=1CCCCC1)OCC